C(C)OC(CCCC\C=C/CCO)OCC (3Z)-9,9-diethoxy-3-nonen-1-ol